C1(CC1)C1=NNC2=CN=C(C(=C21)C2=CC=C(C=C2)S(=O)(=O)C)OC 3-cyclopropyl-5-methoxy-4-(4-methanesulfonylphenyl)-1H-pyrazolo[3,4-c]pyridine